C1(CCCC2=CC=CC=C12)=NO 3,4-dihydro-1(2H)-naphthalenone oxime